N,N-dimethyl-N-(3-sulfopropyl)-4-vinyl-benzyl-ammonium C[N+](CCCS(=O)(=O)O)(C)CC1=CC=C(C=C1)C=C